O.C(C1=CC=CC=C1)OC(=O)N[C@H](C(=O)O)CC(=O)OC(C)(C)C (2S)-2-[[(benzyloxy)carbonyl]amino]-4-(tert-butoxy)-4-oxobutanoic acid monohydrate